FC(C(=O)O)(F)F.N1CC(C1)C1=CC(=NN1)O 5-(azetidin-3-yl)-1H-pyrazol-3-ol trifluoroacetate